tert-butyl 2-morpholino-4-(pyridin-4-yl)-7-(4,4,5,5-tetramethyl-1,3,2-dioxaborolan-2-yl)-5H-pyrrolo[3,2-d]pyrimidine-5-carboxylate O1CCN(CC1)C=1N=C(C2=C(N1)C(=CN2C(=O)OC(C)(C)C)B2OC(C(O2)(C)C)(C)C)C2=CC=NC=C2